tert-Butyl (3-cyano-7-fluoro-4-(5-fluoro-3-(4-methylpiperazin-1-yl)-7,9-dihydrofuro[3,4-f]quinazolin-6-yl)thieno[3,2-c]pyridin-2-yl)carbamate C(#N)C1=C(SC2=C1C(=NC=C2F)C=2C1=C(C=3C=NC(=NC3C2F)N2CCN(CC2)C)COC1)NC(OC(C)(C)C)=O